2-(2-(4-benzoylaminobenzoyl)hydrazine-1-carbonyl)cyclohexane-1-carboxylic acid C(C1=CC=CC=C1)(=O)NC1=CC=C(C(=O)NNC(=O)C2C(CCCC2)C(=O)O)C=C1